FC=1C=C2C=C(C(OC2=C(C1O)F)=O)C(=O)NCCCCCCCCCCCCNC 6,8-difluoro-7-hydroxy-N-(12-(methylamino)dodecyl)-2-oxo-2H-chromene-3-carboxamide